COC1=C2C(C(=C(OC2=CC(=C1)OC)C1=CC=C(C=C1)OC)O)=O methoxy-7,4'-dimethoxyflavonol